5-(dimethylamino)piperidin-3-ol CN(C1CC(CNC1)O)C